2-(4-(2-(4-Chlorophenoxy)acetyl)piperazine-1-carbonyl)-3-(5-(2-hydroxyacetyl)-2-isopropoxyphenyl)quinazolin-4(3H)-one ClC1=CC=C(OCC(=O)N2CCN(CC2)C(=O)C2=NC3=CC=CC=C3C(N2C2=C(C=CC(=C2)C(CO)=O)OC(C)C)=O)C=C1